C(=O)(O)C1(CCC(CC1)N1CC2=C(CC1)N(C(=N2)C(=O)N)C)C 5-(cis-4-carboxy-4-methylcyclohexyl)-1-methyl-4,5,6,7-tetrahydro-1H-imidazo[4,5-c]pyridine-2-carboxamide